2-(butoxymethyl)thiirane C(CCC)OCC1SC1